C1=CC=CC=2C(=CC=3CC=4C=CC=CC4C3C21)O 7H-benzo[c]fluoren-5-ol